(S)-4-(2-(1-(5-oxa-2-azaspiro[3.4]oct-7-yl)piperidin-4-yl)-4-fluorophenoxy)-2-methylbutan-2-ol C1NCC12OC[C@H](C2)N2CCC(CC2)C2=C(OCCC(C)(O)C)C=CC(=C2)F